4-[2-(4-Fluorophenylamino)-1-hydroxyethyl]-1,3-dihydroimidazol-2-one FC1=CC=C(C=C1)NCC(O)C=1NC(NC1)=O